5-bromo-1-(2-methoxyethyl)indoline BrC=1C=C2CCN(C2=CC1)CCOC